P(=O)(O)(O)O.C(CCCCCCCCCCCCCC)OCCCCCCCCCCCCCCC pentadecyl ether phosphate